CN1N=C2N=CC(=CC2=C1)C1=CC=C2C(=N1)SC(=N2)C2(CC(C2)C(F)(F)F)O cis-1-(5-(2-methyl-2H-pyrazolo[3,4-b]pyridin-5-yl)[1,3]thiazolo[5,4-b]pyridin-2-yl)-3-(trifluoromethyl)cyclobutanol